Allyl-(1,3-dioxoisoindolin-2-yl)carbamic acid tert-butyl ester C(C)(C)(C)OC(N(N1C(C2=CC=CC=C2C1=O)=O)CC=C)=O